BrC(CBr)C1=CC=C(C=C1)Br 1-(1,2-dibromoethyl)-4-bromobenzene